6-((5-amino-3-chloropyridin-2-yl)oxy)-2-(4-fluorobenzyl)-3,4-dihydroisoquinoline NC=1C=C(C(=NC1)OC=1C=C2CCN(CC2=CC1)CC1=CC=C(C=C1)F)Cl